C(C)(C)(C)OC(=O)N(C1=CC=2N(C=C1)N=CC2C2=CC=CC(=N2)C2CN(CCC2)C(=O)OC(C)(C)C)C tert-butyl 3-[6-[5-[tert-butoxycarbonyl(methyl)amino]pyrazolo[1,5-a]pyridin-3-yl]-2-pyridyl]piperidine-1-carboxylate